C1(CC1)CO[C@H](C(=O)O)C(C)(C)C (S)-2-(cyclopropylmethoxy)-3,3-dimethylbutyric acid